C(C)(=O)\C(=C(\C)/O)\C=1C=NN2C1C=C(C=C2)C=2SC(=C(N2)OC)C(=O)OCC ethyl 2-[3-[(Z)-1-acetyl-2-hydroxy-prop-1-enyl]pyrazolo[1,5-a]pyridin-5-yl]-4-methoxy-thiazole-5-carboxylate